FC1=CC=C(C=C1)N1SC2=NC=CC=C2C1=O 2-(4-fluorophenyl)isothiazolo[5,4-b]pyridin-3(2H)-one